O1CC(C1)C=1C=C(C=C(C1)C(F)(F)F)C=1OC=NN1 2-[3-(oxetan-3-yl)-5-(trifluoromethyl)phenyl]-1,3,4-oxadiazole